4-(2-fluoro-3-hydroxyphenyl)-7-(4-methyl-1,3-thiazol-5-yl)-2-(2-(2-propenoyl)-2,6-diazaspiro[3.4]octan-6-yl)-5,6,7,8-tetrahydro-1,7-naphthyridine-3-carbonitrile FC1=C(C=CC=C1O)C1=C(C(=NC=2CN(CCC12)C1=C(N=CS1)C)N1CC2(CN(C2)C(C=C)=O)CC1)C#N